C(C1=CC=CC=C1)OC=1C=C(C2=CC=CC=C2C1)N1CC=2N=C(N=C(C2CC1)N1C(CN(CC1)C(C=C)=O)CCO[Si](C1=CC=CC=C1)(C1=CC=CC=C1)C(C)(C)C)OCCN(C)C 1-[4-[7-(3-benzyloxy-1-naphthyl)-2-(2-(dimethylamino)ethoxy)-6,8-dihydro-5H-pyrido[3,4-d]pyrimidin-4-yl]-3-[2-[tert-butyl(diphenyl)silyl]oxyethyl]piperazin-1-yl]prop-2-en-1-one